4-((2S,5R)-4-(1-(4-cyclopropyl-2-fluorophenyl)propyl)-5-ethyl-2-methylpiperazin-1-yl)-1-methyl-2-oxo-1,2-dihydropyrido[3,2-d]pyrimidine-6-carbonitrile C1(CC1)C1=CC(=C(C=C1)C(CC)N1C[C@@H](N(C[C@H]1CC)C=1C2=C(N(C(N1)=O)C)C=CC(=N2)C#N)C)F